(4-(1-(cyclopropanecarbonyl)indol-5-yl)-5-methylthiazol-2-yl)-2-(3-hydroxyphenyl)acetamide C1(CC1)C(=O)N1C=CC2=CC(=CC=C12)C=1N=C(SC1C)C(C(=O)N)C1=CC(=CC=C1)O